C1C=CC(C2=NC(C3C=CC=CC=3)(C3C=CC=CC=3)CN2)=CC=1 2,4,4-Triphenylimidazoline